O1CCC(=CC1)C1=NC(=CC(=N1)NC1=CC=C(C=C1)N(C)C)C1=CC=CC=C1 N1-[2-(3,6-dihydro-2H-pyran-4-yl)-6-phenyl-pyrimidin-4-yl]-N4,N4-dimethyl-benzene-1,4-diamine